CN1CN(CC12CCN(CC2)C(=O)OC(C)(C)C)C(C=C)=O tert-butyl [1-methyl-3-(prop-2-enoyl)-1,3,8-triazaspiro[4.5]decan-8-yl]formate